heptynyl p-tolueneoxy ether CC1=CC=C(C=C1)OOC#CCCCCC